CN1C(=NN=C1)C1CCN(CC1)C1=C(C=CC=C1C(F)(F)F)C=1C=NC=CC1 3-(2-(4-(4-methyl-4H-1,2,4-triazol-3-yl)piperidin-1-yl)-3-(trifluoromethyl)phenyl)pyridine